SC(C)S(=O)(=O)[O-] alpha-mercaptoethyl-sulfonate